IC=1N=CN2C1C=CC(=C2)SC2=C(C(=O)NC)C=CC=C2 (1-iodoimidazo[1,5-a]pyridin-6-yl)thio-N-methylbenzamide